BrC=1C(=C(C=CC1)CN)C(F)(F)F (3-bromo-2-(trifluoromethyl)phenyl)methanamine